tert-butyl 4-[[4-(4-aminophenyl)piperazin-1-yl]methyl]-4-hydroxy-piperidine-1-carboxylate NC1=CC=C(C=C1)N1CCN(CC1)CC1(CCN(CC1)C(=O)OC(C)(C)C)O